C(COCCO)O Diethyleneglycol